5-(2-hydroxy-propan-2-yl)nicotinic acid OC(C)(C)C=1C=NC=C(C(=O)O)C1